ClC=1C=CC(=C(C1)C1=C(N=CN1)C=1N=C2C=C(C=NC2=CC1)NCCN1C[C@H](N[C@H](C1)C)C)F |r| 6-[5-(5-chloro-2-fluoro-phenyl)-1H-imidazol-4-yl]-N-[2-[rac-(3R,5S)-3,5-dimethylpiperazin-1-yl]ethyl]-1,5-naphthyridin-3-amine